Cl.CO.CO dimethanol hydrochloride